C1(CC1)C1=NC=NC(=C1C1=NC=C(C(=N1)NCC1=C(C=C(C=C1)N1N=C(C=C1C)C(F)(F)F)F)/C=C/C(=O)OC)OC methyl (E)-3-(4'-cyclopropyl-4-((2-fluoro-4-(5-methyl-3-(trifluoromethyl)-1H-pyrazol-1-yl)benzyl)amino)-6'-methoxy-[2,5'-bipyrimidin]-5-yl)acrylate